ClC1=C(C(=CC=C1)F)C1=N[C@H](C2=NN=C(N2C=2SC=3CC(CC3C12)C=O)C1CC1)C (7S)-9-(2-chloro-6-fluoro-phenyl)-3-cyclopropyl-7-methyl-16-thia-2,4,5,8-tetrazatetracyclo[8.6.0.02,6.011,15]hexadeca-1(10),3,5,8,11(15)-pentaene-13-carbaldehyde